C(C1=CC=CC=C1)NC(=O)N([C@@H]1CC[C@H](CC1)NC(OC(C)(C)C)=O)C=1N=NC(=CC1)Br tert-butyl (trans-4-((benzylcarbamoyl)(6-bromopyridazin-3-yl)amino)cyclohexyl)carbamate